COCCOCCOC1=C(C(=C(C(=O)O)C=C1)OCCOCCOC)OCCOCCOC tris(2-(2-methoxyethoxy)ethoxy)benzoic acid